2-[[5-bromo-2-[4-(4-oxobutylsulfamoyl)anilino]pyrimidin-4-yl]amino]-6-fluoro-benzamide 2-(4-(2-fluorophenyl)-2-(pyrrolidin-1-yl)pyridin-3-yl)-3H-imidazo[4,5-c]pyridineformate FC1=C(C=CC=C1)C1=C(C(=NC=C1)N1CCCC1)C1(NC2=C(C=NC=C2)N1)C(=O)O.BrC=1C(=NC(=NC1)NC1=CC=C(C=C1)S(NCCCC=O)(=O)=O)NC1=C(C(=O)N)C(=CC=C1)F